CN1N=CC=C1C1=C(C=CC=C1)C1CC(C(O1)=O)=C 5-(2-(1-methyl-1H-pyrazol-5-yl)phenyl)-3-methylenedihydrofuran-2(3H)-one